2-(3,5-dichloro-4-((1-oxo-2-(pyridin-4-yl)-1,2,3,4-tetrahydroisoquinolin-6-yl)oxy)phenyl)-3,5-dioxo-2,3,4,5-tetrahydro-1,2,4-triazine-6-carboxylic acid ClC=1C=C(C=C(C1OC=1C=C2CCN(C(C2=CC1)=O)C1=CC=NC=C1)Cl)N1N=C(C(NC1=O)=O)C(=O)O